COC1=C(CNC=2C=3N(C4=C(N2)C=CC(=N4)C(=O)OC)C=NC3)C=CC(=C1)OC methyl 6-((2,4-dimethoxybenzyl)amino)imidazo[1,5-a]pyrido[3,2-e]pyrazine-2-carboxylate